CC1CN(CCC12C1=C(OC2)C=2COC(C2C=C1)=O)C(=O)OC(C)(C)C tert-butyl 3'-methyl-6-oxo-6,8-dihydro-2H-spiro[benzo[2,1-b:3,4-c']difuran-3,4'-piperidine]-1'-carboxylate